4-[4-bromo-6-(2-chloro-5-methoxy-phenyl)-3-hydroxy-pyridin-2-yl]-4-oxo-butyric acid ethyl ester C(C)OC(CCC(=O)C1=NC(=CC(=C1O)Br)C1=C(C=CC(=C1)OC)Cl)=O